2-(4-Fluorobenzyl)-2H-indazole-5-carboxylic acid FC1=CC=C(CN2N=C3C=CC(=CC3=C2)C(=O)O)C=C1